C1(=CC=CC=C1)COC=1C=C(C=CC1)C(CCC)=O 1-[3-(phenylmethoxy)phenyl]-1-butanone